5-[4-[2-(methylthio)benzoylamino]phenyl]-1H-naphtho[1,2-b][1,4]diazepine CSC1=C(C(=O)NC2=CC=C(C=C2)N2C3=C(NCC=C2)C2=CC=CC=C2C=C3)C=CC=C1